pentacosenyl glycidyl ether C(C1CO1)OC=CCCCCCCCCCCCCCCCCCCCCCCC